methyl 3-bromo-5-((7-cyclobutoxy-4-oxo-3,4-dihydrophthalazin-1-yl)methyl)benzoate BrC=1C=C(C(=O)OC)C=C(C1)CC1=NNC(C2=CC=C(C=C12)OC1CCC1)=O